tert-butyl (S)-(3-cyano-4-(5,8-difluoro-4-hydroxy-2-(methylthio)-6-(trifluoromethyl)quinazolin-7-yl)-6,7-difluorobenzo[b]thiophen-2-yl)carbamate C(#N)C=1C2=C(SC1NC(OC(C)(C)C)=O)C(=C(C=C2C2=C(C(=C1C(=NC(=NC1=C2F)SC)O)F)C(F)(F)F)F)F